ClCCN(C1=CC=C(N)C=C1)CCCl p-[bis(2-chloroethyl)amino]Aniline